BrC1=C2CCN(CC2=CC(=C1)NC=1N=NC(=C(N1)NC1=CC(=CC=C1)C(F)(F)F)C(=O)N)C ((5-bromo-2-methyl-1,2,3,4-tetrahydroisoquinolin-7-yl)amino)-5-((3-(trifluoromethyl)phenyl)amino)-1,2,4-triazine-6-carboxamide